(3-chloro-2-cyclopropyl-5-fluoropyridin-4-yl)(cyclopropyl)methanone ClC=1C(=NC=C(C1C(=O)C1CC1)F)C1CC1